C(C)(=O)NC1=C(C=C(OC2=CC=C(C=C2)NC(C)=O)C=C1)CC1=CC=CC=C1 N-(4-(4-acetamido-3-benzylphenoxy)phenyl)acetamide